NN1CCN(CC1)C1=C(C(=C(C(=N1)SC(C(=O)N)C1=CC=CC=C1)C#N)CC)C#N 2-((6-(4-aminopiperazin-1-yl)-3,5-dicyano-4-ethylpyridin-2-yl)sulfanyl)-2-phenylacetamide